5-amino-1-beta-D-ribofuranosyl-imidazole-4-carboxamide oxime hydrochloride Cl.NC1=C(N=CN1[C@H]1[C@H](O)[C@H](O)[C@H](O1)CO)C(N)=NO